[N+](=O)([O-])C(=CC)C1=CC=CC=C1 nitrophenyl-propene